BrC1=CC=C(C=C1)C(C1=CNC2=CN=C(C=C21)Cl)C2=CNC1=CN=C(C=C12)Cl 3,3'-((4-bromophenyl)methylene)bis(5-chloro-1H-pyrrolo[2,3-c]pyridine)